(2-Fluorophenyl)(5-{[2-(6-isopropylpyridin-3-yl)imidazo[1,2-a]pyridin-3-yl]methyl}-2,5-diazabicyclo[2.2.2]oct-2-yl)methanone FC1=C(C=CC=C1)C(=O)N1C2CN(C(C1)CC2)CC2=C(N=C1N2C=CC=C1)C=1C=NC(=CC1)C(C)C